NC=1N=NC(=CC1N1CCC(CC1)OC(=O)N[C@H](C(=O)OC)C(C)(C)C)C1=C(C=CC=C1)O methyl (S)-2-((((1-(3-amino-6-(2-hydroxyphenyl)pyridazin-4-yl) piperidin-4-yl)oxy) carbonyl)amino)-3,3-dimethylbutanoate